ClC1=CC=C(C=C1)NC(N(C)C)=O p-chlorophenyl-N,N-dimethylurea